(4-acetamidophenyl)boronic acid C(C)(=O)NC1=CC=C(C=C1)B(O)O